(6-(2,2-difluoro-2-phenoxyacetamido) pyridin-2-yl) methylmethanesulfonate CCS(=O)(=O)OC1=NC(=CC=C1)NC(C(OC1=CC=CC=C1)(F)F)=O